C(C)OC=1SC=CC1 ethoxy-thiophene